(R)-2-(methylthio)propionic acid CS[C@@H](C(=O)O)C